(R)-4-(2-(4-(3,4-dimethoxybenzyl)-2-(2-isopropylphenyl)piperazin-1-yl)-7-azaspiro[3.5]nonan-7-yl)-2-((3-fluoro-1H-pyrrolo[2,3-b]pyridin-5-yl)oxy)benzoic acid COC=1C=C(CN2C[C@H](N(CC2)C2CC3(C2)CCN(CC3)C3=CC(=C(C(=O)O)C=C3)OC=3C=C2C(=NC3)NC=C2F)C2=C(C=CC=C2)C(C)C)C=CC1OC